CCOC1(C2=CC=CC=C2C=2C=CC=CC12)OCC 9,9-di(methyl-methoxy)fluorene